N-({3-[(Dimethylamino)methyl]oxolan-3-yl}methyl)-4H,5H,6H,7H,8H,9H-cycloocta[b]thiophene-2-carboxamide CN(C)CC1(COCC1)CNC(=O)C1=CC2=C(S1)CCCCCC2